(2-(2-aminoethoxy)ethoxy)-N-(3,4-bis(benzyloxy)benzyl)ethan-1-amine NCCOCCOC(C)NCC1=CC(=C(C=C1)OCC1=CC=CC=C1)OCC1=CC=CC=C1